Trisacryloyloxyethyl Phosphate P(=O)(OCC(OC(C=C)=O)(OC(C=C)=O)OC(C=C)=O)([O-])[O-]